4-fluoropyrazolol FC=1C(=NNC1)O